CC1(CCOCC1)NC1=NC=C2N=C(N(C2=N1)C1CCCCC1)NC1=CC=C(C=C1)OC(F)(F)F (1S,4S)-4-(2-((4-methyltetrahydro-2H-pyran-4-yl)amino)-8-((4-(trifluoromethoxy)phenyl)amino)-9H-purin-9-yl)cyclohexane